NC1CC(CC1)NCCO N-(3-aminocyclopentyl)-2-aminoethanol